C[C@@H]1CC(=O)[C@]2([C@@H](O1)O[C@@H]3[C@H]([C@@H]([C@@H]([C@@H]([C@H]3O2)NC)O)NC)O)O.O.O.O.O.O.Cl.Cl The molecule is a hydrate that is the pentahydrate form of spectinomycin hydrochloride. An antibiotic that is active against gram-negative bacteria and used to treat gonorrhea. It has a role as an antimicrobial agent and an antibacterial drug. It is a hydrate and a hydrochloride. It contains a spectinomycin(2+).